O=C1C=C(C2C=CC=CC=2)OC2C=CC=CC1=2 2-phenyl-1,4-benzopyrone